C1(CCCC1)N1C(=CC2=C1N=C(N=C2)NC2=NC=C(C=C2)N2CCN(CC2)C2CCNCC2)C(=O)N(C)C 7-cyclopentyl-N,N-dimethyl-2-[[5-[4-(4-piperidinyl)piperazin-1-yl]-2-pyridinyl]amino]pyrrolo[2,3-d]pyrimidine-6-carboxamide